Neodymium carbamate C(N)([O-])=O.[Nd+3].C(N)([O-])=O.C(N)([O-])=O